(S)-4-(3-(chloromethyl)pyrrolidin-1-yl)-6-(4-chlorophenyl)-2-(pyridin-3-yl)pyrimidine ClC[C@@H]1CN(CC1)C1=NC(=NC(=C1)C1=CC=C(C=C1)Cl)C=1C=NC=CC1